(1s,2s)-N-(6-(2-chloro-6-methylphenyl)benzo[d]thiazol-2-yl)-2-fluorocyclopropane-1-carboxamide ClC1=C(C(=CC=C1)C)C1=CC2=C(N=C(S2)NC(=O)[C@H]2[C@H](C2)F)C=C1